rac-4-(2,3-dichloro-6-((2-(trimethylsilyl)ethoxy)methoxy)phenyl)-1-(1-(oxetane-3-yl)-1H-pyrazol-4-yl)pyrrolidine-2-thione ClC1=C(C(=CC=C1Cl)OCOCC[Si](C)(C)C)[C@H]1CC(N(C1)C=1C=NN(C1)C1COC1)=S |r|